C1(CC1)C=1C(=NON1)C(=O)N[C@@H](CC(C(F)(F)F)(C)C)C=1N=C2N(N=CC(=C2)[C@@H](C)N2C(NCC(C2)(F)F)=O)C1 4-Cyclopropyl-N-((S)-1-(7-((R)-1-(5,5-difluoro-2-oxotetrahydropyrimidin-1(2H)-yl)ethyl)imidazo[1,2-b]pyridazin-2-yl)-4,4,4-trifluoro-3,3-dimethylbutyl)-1,2,5-oxadiazole-3-carboxamide